6-bromo-2-(3-((tert-butoxycarbonyl)amino)propoxy)-2,3-dihydro-1H-pyrazolo[1,2-a]Pyrazol-4-ium BrC=1C=[N+]2N(C1)CC(C2)OCCCNC(=O)OC(C)(C)C